[Na].[Na].C(CO)O Ethylene glycol disodium salt